methyl 2-[[(2S)-2-amino-3-cyclopropyl-propanoyl] amino]-3-(2-pyridyl)butanoate N[C@H](C(=O)NC(C(=O)OC)C(C)C1=NC=CC=C1)CC1CC1